2-bromo-2-(3-(trifluoromethyl)phenyl)acetyl chloride BrC(C(=O)Cl)C1=CC(=CC=C1)C(F)(F)F